C(C)(C)(C)C(C(=O)O)N1CCN(CCN(CCN(CC1)C(C(=O)O)(C(C)(C)C)C(C)(C)C)CC(=O)OCC)CC(=O)O.COC=1C(=CC=C2C=C(C=NC12)CN(CC)CC)[N+](=O)[O-] 8-methoxy-7-nitro-3-((diethylamino)methyl)quinoline tri-tert-butyl-2,2',2''-(10-(2-ethoxy-2-oxoethyl)-1,4,7,10-tetraazacyclododecane-1,4,7-triyl)triacetate